NC1=C(C(=NC=N1)NC1CCN(CC1)C(C=C)=O)C1=CC=C(C=C1)OC1=CC=CC=C1 1-(4-((6-amino-5-(4-phenoxyphenyl)pyrimidin-4-yl)amino)piperidin-1-yl)prop-2-en-1-one